N1(N=CC=C1)C1=CN=CC(=N1)N1CCC(CC1)(O)C1=C(C=CC=C1)F 1-(6-(1H-pyrazol-1-yl)pyrazin-2-yl)-4-(2-fluorophenyl)piperidin-4-ol